(E)-3-(5-Chloro-2-tetrazol-1-yl-phenyl)-N-((S)-5-fluoro-9-oxo-8,16-diaza-tricyclo[13.3.1.02,7]nonadeca-1(19),2(7),3,5,15,17-hexaen-14-yl)-acrylamide ClC=1C=CC(=C(C1)/C=C/C(=O)N[C@H]1CCCCC(NC=2C=C(C=CC2C=2C=CN=C1C2)F)=O)N2N=NN=C2